C12(CC3CC(CC(C1)C3)C2)CNC(CCCCCN2CCN(CC2)C2=NC=3N(C=C2)C2=C(N3)C=CC=C2)=O N-(((3R,5R,7R)-adamantan-1-yl)methyl)-6-(4-(benzo[4,5]imidazo[1,2-a]pyrimidin-2-yl)piperazin-1-yl)hexanamide